3-(3-(tert-butyl)-5-(5-chloro-2H-benzo[d][1,2,3]triazol-2-yl)-4-hydroxyphenoxy)propyl methacrylate C(C(=C)C)(=O)OCCCOC1=CC(=C(C(=C1)N1N=C2C(=N1)C=CC(=C2)Cl)O)C(C)(C)C